FC(C(=O)O)(F)F.BrC=1C=CC=2N(C1)C=C(N2)C2NC(CC2)C rac-2-{6-bromoimidazo[1,2-a]pyridin-2-yl}-5-methyl-pyrrolidine trifluoroacetate